3-amino-2H-benzo[f]quinazolin-1-one NC1=NC=2C=CC3=C(C2C(N1)=O)C=CC=C3